4-(3-((2-((2-chloro-4-((1R,5S)-8-methyl-3,8-diazabicyclo[3.2.1]octan-3-yl)phenyl)amino)-5-(trifluoromethyl)pyrimidin-4-yl)amino)propyl)-1,4-oxazepan-3-one ClC1=C(C=CC(=C1)N1C[C@H]2CC[C@@H](C1)N2C)NC2=NC=C(C(=N2)NCCCN2C(COCCC2)=O)C(F)(F)F